5-(5-methyl-2-(4-(6-morpholinopyridin-3-yl)phenylamino)pyrimidin-4-ylamino)benzo[d]oxazol-2(3H)-one trifluoroacetate salt FC(C(=O)O)(F)F.CC=1C(=NC(=NC1)NC1=CC=C(C=C1)C=1C=NC(=CC1)N1CCOCC1)NC=1C=CC2=C(NC(O2)=O)C1